OC1=CC=C(C=C1)C(C1=CC=C(C=C1)O)C1=CC=C(C=C1)O 1,1,1-tris(4-hydroxyphenyl)methane